thiophosphite P([S-])([O-])[O-]